2-[[4-(trifluoromethyl)phenyl]methyl]isothiazolo[5,4-b]pyridin-3(2H)-one FC(C1=CC=C(C=C1)CN1SC2=NC=CC=C2C1=O)(F)F